N(=[N+]=[N-])[C@H]([C@@H](F)C=1C=C(C#N)C=CC1)[C@@H](C)F |r| (±)-3-((1S,2S,3R)-2-azido-1,3-difluorobutyl)benzonitril